ethylene glycol mono(trimethylsilyl) ether C[Si](C)(C)OCCO